acetamido-1-methylcyclopentane-1-carboxylic acid C(C)(=O)NC1C(CCC1)(C(=O)O)C